COC=1C=C(C=CC1)C\C(\C)=N\S(=O)C(C)(C)C (E)-N-(1-(3-methoxyphenyl)propan-2-ylidene)-2-methylpropane-2-sulfinamide